2-[(Z)-[4-amino-8-(trans-4-aminocyclohexyloxy)-5,5-dimethyl-benzo[h]quinazolin-6-ylidene]amino]oxyacetamide NC1=NC=NC=2C3=C(\C(\C(C12)(C)C)=N/OCC(=O)N)C=C(C=C3)O[C@@H]3CC[C@H](CC3)N